ClC=1C=CC(=C(C1)C1=CC(=C(N=N1)NC)NC1=CC(=NC=C1)NC(CCN1CCN(CC1)C)=O)F N-(4-{[6-(5-chloro-2-fluoro-phenyl)-3-(methylamino)-pyridazin-4-yl]amino}pyridin-2-yl)-3-(4-methylpiperazin-1-yl)propanamide